3-(4-oxo-3,4-dihydro-2H-benzo[e][1,3]oxazin-2-yl)propanamide O=C1NC(OC2=C1C=CC=C2)CCC(=O)N